1-p-toluenesulfonyl-3-(3-chloropropyl)-5-fluoroindole CC1=CC=C(C=C1)S(=O)(=O)N1C=C(C2=CC(=CC=C12)F)CCCCl